COC1=C(C=CC(=C1)S(=O)(=O)N1CCOCC1)NC=1N=C(C2=C(N1)NC=C2)NCCC N2-(2-methoxy-4-(morpholinosulfonyl)phenyl)-N4-propyl-7H-pyrrolo[2,3-d]pyrimidine-2,4-diamine